ONC(=O)C(C(=O)NC1=CC=C(C=C1)CN1N=NC(=C1)CNS(=O)(=O)C1=CC=C(C=C1)OCCOC)CC(C)C 2-(hydroxycarbamoyl)-N-[4-[[4-[[[4-(2-methoxyethoxy)phenyl]sulfonylamino]methyl]triazol-1-yl]methyl]phenyl]-4-methyl-pentanamide